(R)-6-Chloro-1'-(1-((R)-1-cyclopropyl-2-(4-fluorophenyl)-3-hydroxypropan-2-yl)-1H-pyrazole-4-carbonyl)-5-fluorospiro[benzo[d][1,3]oxazine-4,3'-piperidin]-2(1H)-one ClC1=C(C2=C(NC(O[C@@]23CN(CCC3)C(=O)C=3C=NN(C3)[C@@](CC3CC3)(CO)C3=CC=C(C=C3)F)=O)C=C1)F